COC=1C(=CC=2C(=C3C(=NC2C1)CCC3)N[C@H]3CN(CCC3)CCC#N)OC 3-[(3R)-3-({6,7-dimethoxy-1H,2H,3H-cyclopenta[b]quinolin-9-yl}amino)piperidin-1-yl]propanenitrile